ClC1=C2C=C(N(C2=CC(=C1Cl)OCC1CNC(O1)=O)C)C(=O)NC1(COCC1)C1=CC=C(C(=O)OCC)C=C1 2-(±)-Ethyl 4-[3-[[4,5-dichloro-1-methyl-6-[(2-oxooxazolidin-5-yl)methoxy]indole-2-carbonyl]amino]tetrahydrofuran-3-yl]benzoate